C(C)(C)(C)OC(=O)NC1=C(C=C(C=C1)C=1SC(=CC1)C)NC(=O)C1=CC=C(C=C1)S(=NC(OC(C)(C)C)=O)(=O)C tert-butyl N-[[4-[[2-(tert-butoxycarbonylamino)-5-(5-methyl-2-thienyl)phenyl]carbamoyl]phenyl]-methyl-oxo-sulfanylidene]carbamate